OCCOC1CCN(CC1)C(=O)C1=NN(C=2C[C@H]3C[C@H]3C12)CC=O 2-[(2R,4R)-9-[4-(2-hydroxyethoxy)piperidine-1-carbonyl]-7,8-diazatricyclo[4.3.0.02,4]nona-1(6),8-dien-7-yl]ethanone